6-(4-chloro-3-isopropyl-3H-imidazo[4,5-c]pyridin-6-yl)-1-((1s,3s)-3-(3,3-dimethylpyrrolidin-1-yl)cyclobutyl)spiro[indolin-3,4'-piperidin]-2-one ClC1=NC(=CC2=C1N(C=N2)C(C)C)C2=CC=C1C(=C2)N(C(C12CCNCC2)=O)C2CC(C2)N2CC(CC2)(C)C